N1N2C(C(C=C1)=O)=CC=C2 1H-pyrrolo[1,2-b]pyridazin-4-one